[(2,2,2-trifluoroacetyl)amino]acetic acid FC(C(=O)NCC(=O)O)(F)F